ethyl 4-((3S,5R)-4-(tert-butoxycarbonyl)-3,5-dimethylpiperazin-1-yl)-8-methoxy-6-methyl-1,7-naphthyridine-3-carboxylate C(C)(C)(C)OC(=O)N1[C@H](CN(C[C@H]1C)C1=C(C=NC2=C(N=C(C=C12)C)OC)C(=O)OCC)C